5-[[1-[2-oxo-2-[(2S)-2-cyanopyrrolidin-1-yl]ethyl]-4-piperidyl]amino]-N-pyrimidin-2-yl-quinoline-8-carboxamide O=C(CN1CCC(CC1)NC1=C2C=CC=NC2=C(C=C1)C(=O)NC1=NC=CC=N1)N1[C@@H](CCC1)C#N